C(C)OC(=O)N1C(C(NCC1)=O)C1=CC=C(C=C1)OS(=O)(=O)C(F)(F)F ethyl-3-oxo-2-(4-(((trifluoromethyl)sulfonyl)oxy) phenyl)piperazine-1-carboxylate